ClC=1N=C(C=2N=C(N(C(C2N1)=O)C)C)C1=C(C=C(C(=C1)F)F)F 6-chloro-2,3-dimethyl-8-(2,4,5-trifluorophenyl)pyrimido[5,4-d]pyrimidin-4(3H)-one